6-(3,5-Dichloro-phenyl)-pyrimidine-4-carboxylic acid pyridin-3-ylamide N1=CC(=CC=C1)NC(=O)C1=NC=NC(=C1)C1=CC(=CC(=C1)Cl)Cl